O=C(C(=O)O)CCCC L-2-oxohexanoic acid